CC(C(=O)NC(=CC(=O)N)C)C 3-[(2-methyl-1-oxopropyl)amino]-2-butenamide